(1S,3S)-3-((6-(5-(((isopentyloxy)carbonyl)amino)-1-methyl-1H-1,2,3-triazol-4-yl)-2-methylpyridin-3-yl)oxy)cyclohexane-1-carboxylic acid C(CC(C)C)OC(=O)NC1=C(N=NN1C)C1=CC=C(C(=N1)C)O[C@@H]1C[C@H](CCC1)C(=O)O